NC=1SC(=CN1)S(=O)(=O)NC=1C=CC=C2C(=CNC12)C#N 7-(2-amino-1,3-thiazol-5-ylsulfonylamino)-3-indolecarbonitrile